COC(CN(C1=CC=C(C=C1)C1C(NC(CC1)=O)=O)CC(OC)OC)OC 3-[4-[bis(2,2-dimethoxyethyl)amino]phenyl]piperidine-2,6-dione